1-(4-fluoro-[1,1'-biphenyl]-3-yl)-N-methyl-methylamine FC1=C(C=C(C=C1)C1=CC=CC=C1)CNC